C(C)OC(=O)C1=CN(C2=CC(=C(C=C2C1=O)[N+](=O)[O-])C)C(C)C 1-isopropyl-7-methyl-6-nitro-4-oxo-1,4-dihydroquinoline-3-carboxylic acid ethyl ester